(3S,4S)-1-(1H-benzo[d]imidazol-5-yl)-4-(2,6-difluoro-4-(2-hydroxy-2-methylpropoxy)phenyl)-3-methylazetidin-2-one N1C=NC2=C1C=CC(=C2)N2C([C@H]([C@H]2C2=C(C=C(C=C2F)OCC(C)(C)O)F)C)=O